C1(CC1)C=1C=NN2C1N=C(N=C2NCC2=NC1=C(N2)C=CC=C1F)N(CC(C)(O)C)C 1-[(8-cyclopropyl-4-{[(4-fluoro-1H-benzimidazol-2-yl)methyl]amino}pyrazolo[1,5-a][1,3,5]triazin-2-yl)(methyl)amino]-2-methylpropan-2-ol